N-(1-(5-(3-cyano-6-((1-methylazetidin-3-yl)methoxy)pyrazolo[1,5-a]pyridin-4-yl)pyridin-2-yl)-4-methylpiperidin-4-yl)picolinamide C(#N)C=1C=NN2C1C(=CC(=C2)OCC2CN(C2)C)C=2C=CC(=NC2)N2CCC(CC2)(C)NC(C2=NC=CC=C2)=O